tert-butyl-(4-aminobutyl)(3-((tert-butoxycarbonyl)amino)propyl)carbamate C(C)(C)(C)OC(N(CCCNC(=O)OC(C)(C)C)CCCCN)=O